tert-Butyl N-[exo-8-[5-bromo-3-(4-chloro-2-methyl-2H-indazol-5-yl)-1-{[2-(trimethylsilyl)ethoxy]methyl}-1H-pyrazolo[3,4-b]pyrazin-6-yl]-8-azabicyclo[3.2.1]octan-3-yl]carbamate BrC=1N=C2C(=NC1N1C3CC(CC1CC3)NC(OC(C)(C)C)=O)N(N=C2C2=C(C3=CN(N=C3C=C2)C)Cl)COCC[Si](C)(C)C